Ethyl 3-bromo-7-((1S)-1-((4-(((tert-butoxycarbonyl)amino)methyl)benzoyl)amino)ethyl)-1H-indole-2-carboxylate BrC1=C(NC2=C(C=CC=C12)[C@H](C)NC(C1=CC=C(C=C1)CNC(=O)OC(C)(C)C)=O)C(=O)OCC